rel-3-Methoxy-6'-(((1R,3R)-3-((5-methylpyrazin-2-yl)amino)cyclopentyl)amino)-2H-[1,3'-bipyridin]-2-one COC=1C(N(C=CC1)C=1C=NC(=CC1)N[C@H]1C[C@@H](CC1)NC1=NC=C(N=C1)C)=O |o1:15,17|